FC1=CC=C(CC2=CC3=C(OCCN3C(C)=O)N=C2)C=C1 1-(7-(4-fluorobenzyl)-2,3-dihydro-1H-pyrido[2,3-b][1,4]oxazin-1-yl)ethan-1-one